3-(2-aminoethyl)-benzoic acid NCCC=1C=C(C(=O)O)C=CC1